(E)-3-phenyl-N-(o-tolyl)-2-(p-tolyl)acrylamide C1(=CC=CC=C1)/C=C(/C(=O)NC1=C(C=CC=C1)C)\C1=CC=C(C=C1)C